FC(C)(C)C1=CC=NC=N1 6-(2-fluoropropan-2-yl)pyrimidin